8-(2,4-dichlorophenyl)-9-(2,5-difluoro-4-((1-(3-fluoropropyl)azetidin-3-yl)methyl)phenyl)-6,7-dihydro-5H-benzo[7]annulene-3-carboxylic acid ClC1=C(C=CC(=C1)Cl)C=1CCCC2=C(C1C1=C(C=C(C(=C1)F)CC1CN(C1)CCCF)F)C=CC(=C2)C(=O)O